C1(=CC=CC=C1)P(OSCC1=C(C=CC(=C1)C)C)(OSCC1=C(C=CC(=C1)C)C)=O bis(2,5-dimethylbenzylthio) phenylphosphonate